CN1N=C(C=C1C)NC1=NC=C(C(=N1)C1=CNC2=C(C=CC=C12)NC(CN1C[C@H](CC1)OC1=NC=NC(=C1)C1=CCC(CC1)(C)C)=O)C (S)-N-(3-(2-((1,5-dimethyl-1H-pyrazol-3-yl)amino)-5-methylpyrimidin-4-yl)-1H-indol-7-yl)-2-(3-((6-(4,4-dimethylcyclohex-1-en-1-yl)pyrimidin-4-yl)oxy)pyrrolidin-1-yl)acetamide